O1C(=NC2=C1C=CC=C2)C=2C(OC1=CC(=CC=C1C2)F)=O 3-(benzoxazol-2-yl)-7-fluoro-coumarin